(2S,2'S)-Isopropyl 2,2'-(((4-formyl-5-hydroxy-6-methylpyridin-3-yl)methoxy)phosphoryl)bis(azanediyl)dipropanoate C(=O)C1=C(C=NC(=C1O)C)COP(=O)(N[C@H](C(=O)OC(C)C)C)N[C@H](C(=O)[O-])C